tert-Butyl (S)-2-(((benzyloxy)carbonyl)amino)-2-((S)-3-methylenecyclohexyl)acetate C(C1=CC=CC=C1)OC(=O)N[C@H](C(=O)OC(C)(C)C)[C@@H]1CC(CCC1)=C